(S)-5-(2-ethoxy-3-pyridinyl)-3-methyl-1-[1-methylpropyl]-N-(1H-1,2,4-triazol-3-ylmethyl)pyrazolo[4,3-b]pyridin-7-amine C(C)OC1=NC=CC=C1C1=CC(=C2C(=N1)C(=NN2[C@H](CC)C)C)NCC2=NNC=N2